4-((5-bromopyridin-2-yl)(methyl)amino)benzonitrile BrC=1C=CC(=NC1)N(C1=CC=C(C#N)C=C1)C